C(CC)(=O)O E-propanoic acid